ClC1=C(C=CC(=C1)F)C1=CC(OC2=NC(=CC=C21)O[C@@H](C(=O)N2CCCCC2)C)=O (3S)-1-[(2R)-2-[4-(2-Chloro-4-fluoro-phenyl)-2-oxo-pyrano[2,3-b]pyridin-7-yl]oxypropanoyl]piperidin